N1C(CN=CC2=C1C=CC=C2)=O 1H-1,4-benzodiazepin-2(3H)-one